(S)-(6-fluoro-1H-indol-3-yl)(4-(1-(methylamino)ethyl)thiazol-2-yl)methanone FC1=CC=C2C(=CNC2=C1)C(=O)C=1SC=C(N1)[C@H](C)NC